(2-(tert-Butyl)-1H-benzo[d]imidazol-1-yl)(4-methoxyphenyl)methanone C(C)(C)(C)C1=NC2=C(N1C(=O)C1=CC=C(C=C1)OC)C=CC=C2